3-fluoro-4-hydroxy-N-(4-(4-methylthiazol-5-yl)benzyl)pyrrolidine-2-carboxamide FC1C(NCC1O)C(=O)NCC1=CC=C(C=C1)C1=C(N=CS1)C